NCCS(=O)(=O)NC1CCC(CC1)N[C@@H]1C[C@@H](N(C2=CC=CC=C12)C(CC)=O)C |o1:14,16| 2-amino-N-(4-(((2S*,4R*)-2-methyl-1-propionyl-1,2,3,4-tetrahydroquinolin-4-yl)amino)cyclohexyl)ethane-1-sulfonamide